4'-(N,N-dimethylamino)benzophenone CN(C)C1=CC=C(C=C1)C(C1=CC=CC=C1)=O